C(C=C)(=O)N1[C@H](CN(CC1)C1=NC(=NC=2CC(CCC12)N1CC2=CC=C(C=C2CC1)Br)OCCN1CCCC1)CC#N 2-((2S)-1-Acryloyl-4-(7-(6-bromo-3,4-dihydroisoquinolin-2(1H)-yl)-2-(2-(pyrrolidin-1-yl)ethoxy)-5,6,7,8-tetrahydroquinazolin-4-yl)piperazin-2-yl)acetonitrile